N-[(5-cyclopropyl-6-fluoropyridin-2-yl)(phenyl)methyl]-3-[2-(1H-1,2,3-triazol-5-yl)acetyl]-3-azabicyclo[3.1.0]hexane-2-carboxamide C1(CC1)C=1C=CC(=NC1F)C(NC(=O)C1C2CC2CN1C(CC1=CN=NN1)=O)C1=CC=CC=C1